5-(2-(3-(difluoromethyl)-5-methoxyphenylamino)-5-fluoropyrimidin-4-ylamino)benzo[d]oxazol-2(3H)-one trifluoroacetate salt FC(C(=O)O)(F)F.FC(C=1C=C(C=C(C1)OC)NC1=NC=C(C(=N1)NC=1C=CC2=C(NC(O2)=O)C1)F)F